C1(CC1)CC1=NC(C2=C(N1)N(N=C2)CC)=O 6-(cyclopropylmethyl)-1-ethyl-1,7-dihydro-4H-pyrazolo[3,4-d]Pyrimidin-4-one